2-{[5-({[5-cyano-2-({[2-(trifluoromethoxy)phenyl]methyl}amino)pyrimidin-4-yl]amino}methyl)adamantan-2-yl]amino}acetic acid C(#N)C=1C(=NC(=NC1)NCC1=C(C=CC=C1)OC(F)(F)F)NCC12CC3C(C(CC(C1)C3)C2)NCC(=O)O